6-[4-Fluoro-2-(4-methylpiperidin-4-yl)-1,3-benzothiazol-6-yl]-2,8-dimethylimidazo[1,2-b]pyridazin-Hydrochlorid Cl.FC1=CC(=CC2=C1N=C(S2)C2(CCNCC2)C)C=2C=C(C=1N(N2)C=C(N1)C)C